ClC1=C(NC2=NN(C=3C2=NC=C(C3)C=NC(CO)CO)C)C=CC=C1C1=CC3=C(OCCO3)C=C1 2-((3-(2-chloro-3-(1,4-benzodioxan-6-yl)anilino)-1-methylpyrazolo[4,5-b]pyridin-6-ylmethylene)amino)propan-1,3-diol